tert-butyl (S)-2-((tert-butoxycarbonyl)amino)-3-(6-cyanopyridin-3-yl)propanoate C(C)(C)(C)OC(=O)N[C@H](C(=O)OC(C)(C)C)CC=1C=NC(=CC1)C#N